C(C1=CC=CC=C1)N1C[C@H](C([C@H](C1)C)=O)C (3R,5S)-1-benzyl-3,5-dimethylpiperidin-4-one